FC(CS)(F)F trifluoroethyl thiol